N-((5-(azetidin-1-yl)-8-hydroxyquinolin-7-yl)(pyridin-3-yl)methyl)butyramide N1(CCC1)C1=C2C=CC=NC2=C(C(=C1)C(NC(CCC)=O)C=1C=NC=CC1)O